3-[di(2H3)methylamino]-1-[(2R,5S)-4-(2-{7,8-dimethyl-[1,2,4]triazolo[1,5-a]pyridin-6-yl}-3-(propan-2-yl)-1H-pyrrolo[3,2-b]pyridin-5-yl)-2,5-dimethylpiperazin-1-yl]propan-1-one C([2H])([2H])([2H])N(CCC(=O)N1[C@@H](CN([C@H](C1)C)C1=CC=C2C(=N1)C(=C(N2)C=2C(=C(C=1N(C2)N=CN1)C)C)C(C)C)C)C([2H])([2H])[2H]